BrC=1C=C2C=CC(=NC2=C(C1)Cl)C1CCOCC1 6-bromo-8-chloro-2-tetrahydropyran-4-yl-quinoline